N-((1-(2-(6-(Trifluoromethyl)imidazo[1,2-a]pyrazin-3-yl)pyrimidin-4-yl)piperidin-3-yl)methyl)acetamide FC(C=1N=CC=2N(C1)C(=CN2)C2=NC=CC(=N2)N2CC(CCC2)CNC(C)=O)(F)F